CC=1N=C2N(N=C(C=C2C)C=2N=C3N(C(C2)=O)C=C(S3)C3(CCN(CC3)C(=O)OC(C)(C)C)F)C1 tert-butyl 4-[7-(2,8-dimethylimidazo[1,2-b]pyridazin-6-yl)-5-oxo-thiazolo[3,2-a]pyrimidin-2-yl]-4-fluoro-piperidine-1-carboxylate